[1,4]Thiazin-3-one S1CC(NC=C1)=O